CC1CNCCC1C1=CC(=CC=C1)OC(F)(F)F 3-Methyl-4-(3-(trifluoromethoxy)phenyl)piperidine